5-bromo-2-chloro-N-[2-(2,4-dimethylphenyl)-2,2-difluoro-ethyl]-3-fluoro-pyridine-4-carboxamide BrC=1C(=C(C(=NC1)Cl)F)C(=O)NCC(F)(F)C1=C(C=C(C=C1)C)C